NC=1C2=C(N=CN1)N(C=C2C=2C=C1CCN(C1=CC2)C(CC2=CC(=CC=C2)OC(F)(F)F)=O)CC 1-(5-{4-Amino-7-ethyl-7H-pyrrolo[2,3-d]pyrimidin-5-yl}-2,3-dihydro-1H-indol-1-yl)-2-[3-(trifluoromethoxy)phenyl]ethan-1-one